(E)-2-methyl-3-(5-(2-fluoro-4-cyanophenyl)thiophen-2-yl)acrylamide C/C(/C(=O)N)=C\C=1SC(=CC1)C1=C(C=C(C=C1)C#N)F